(S)-3-(4-(((R)-7-fluoro-4-(4-methyl-6-((3-methyloxetan-3-yl)methoxy)pyridin-3-yl)-2,3-dihydro-1H-inden-1-yl)oxy)phenyl)hex-4-ynoic acid FC=1C=CC(=C2CC[C@H](C12)OC1=CC=C(C=C1)[C@H](CC(=O)O)C#CC)C=1C=NC(=CC1C)OCC1(COC1)C